[Si](C)(C)(C(C)(C)C)OCC1N(C(=CCCC1CC(C)C)OP(=O)(C1=CC=CC=C1)C1=CC=CC=C1)C(=O)OC(C)(C)C tert-butyl 2-[[tert-butyl(dimethyl)silyl]oxymethyl]-7-diphenylphosphoryloxy-3-isobutyl-2,3,4,5-tetrahydroazepine-1-carboxylate